CN1C(NC2=C1C=C(C=C2)C2=C1CN(C(C1=CC=C2)=O)CC(C#N)=C)=O 2-{[4-(3-methyl-2-oxo-2,3-dihydro-1H-1,3-benzodiazol-5-yl)-1-oxo-2,3-dihydro-1H-isoindol-2-yl]methyl}prop-2-enenitrile